FC1=C(C(=CC=C1)F)C1=NC=2C(=CNC(C2C(=C1)NC1=NC=C(C=C1)N1CCC(CC1)O)=O)C 2-(2,6-difluorophenyl)-4-[[5-(4-hydroxy-1-piperidinyl)-2-pyridinyl]amino]-8-methyl-6H-1,6-naphthyridin-5-one